N-(3-amino-5-fluoro-4-methylphenyl)-2-(1-fluorocyclopropyl)isonicotinamide NC=1C=C(C=C(C1C)F)NC(C1=CC(=NC=C1)C1(CC1)F)=O